COC(=O)C1=C(C2=NC(=CC=C2S1)Cl)N 3-amino-5-chlorothieno[3,2-b]pyridine-2-carboxylic acid methyl ester